C(C1=CC=CC=C1)OCC[C@H]1[C@H](CC2=CCCN12)CO (2S,3S,7aR)-3-(2-(benzyloxy)ethyl)-2-(hydroxymethyl)tetrahydro-1H-pyrrolizine